2-Amino-7-fluoro-4-(5-fluoro-3-((2S,3S)-3-((3-hydroxy-3-methylcyclobutyl)amino)-2-methylpyrrolidin-1-yl)-7,9-dihydrofuro[3,4-f]quinazolin-6-yl)thieno[3,2-c]pyridine-3-carbonitrile NC1=C(C=2C(=NC=C(C2S1)F)C=1C2=C(C=3C=NC(=NC3C1F)N1[C@H]([C@H](CC1)NC1CC(C1)(C)O)C)COC2)C#N